Cl.ClCC1=CC(=NC=C1)C 4-(chloromethyl)-2-methylpyridine hydrochloride salt